C(C)(=O)NC1=CC=C(C=C1)C1=C2CN(C(C2=CC=C1)=O)[C@H](C(=O)N[C@@H](CO)C(=O)OCC(C)(C)C)CO Neopentyl ((S)-2-(4-(4-acetamidophenyl)-1-oxoisoindolin-2-yl)-3-hydroxypropanoyl)-L-serinate